C(C)N1C(=C(C(C=C1)=O)O)CC 1,2-diethyl-3-hydroxypyridin-4-one